C1(CCCCC1)C[C@@H](C(=O)N[C@@H](C[C@H]1C(NCC1)=O)C(C(=O)NC1CC1)=O)NC(OC1C(CCC1)CC1=CC(=CC=C1)Cl)=O 2-(3-chlorobenzyl)cyclopentyl ((S)-3-cyclohexyl-1-(((S)-4-(cyclopropylamino)-3,4-dioxo-1-((S)-2-oxopyrrolidin-3-yl)butan-2-yl)amino)-1-oxopropan-2-yl)carbamate